CC(CC(C)S)C 4-methyl-2-pentanethiol